CNC(CCNC(=O)C=1C=NC2=CC=C(C=C2C1)C=1C=NNC1)=O N-(3-(methylamino)-3-oxopropyl)-6-(1H-pyrazol-4-yl)quinoline-3-carboxamide